C(CC)N(C1=C(C=CC=C1)C#N)C1=CC=CC=C1 N-propylcyano-N-phenylaniline